COC(C1=C(C=C(C(=C1)F)C1=CC=CC=2CN(COC21)C(C2=C(C=C(C=C2Cl)N2CC1(CCN1)C2)Cl)=O)N2C1COCC2CC1)=O 4-[3-[2,6-Dichloro-4-(1,6-diazaspiro[3.3]heptan-6-yl)benzoyl]-2,4-dihydro-1,3-benzoxazin-8-yl]-5-fluoro-2-(3-oxa-8-azabicyclo[3.2.1]oct-8-yl)benzoic acid methyl ester